C1=CC=CC=2C3=CC=CC=C3C(C12)COC(NCCOCCOCCOCCOCCOCCOCCOCCOCCC(=O)O)=O 1-(9H-Fluoren-9-yl)-3-oxo-2,7,10,13,16,19,22,25,28-nonaoxa-4-azahentriacontan-31-oic acid